ClC1=C(C=C(C=C1Br)C(C)(C)C)Br 2-chloro-1,3-dibromo-5-tert-butylbenzene